2-(nitrooxy)ethyl (E)-4-((3-(3,5,6-trimethylpyrazin-2-yl)acryloyl)oxy)benzoate CC=1C(=NC(=C(N1)C)C)/C=C/C(=O)OC1=CC=C(C(=O)OCCO[N+](=O)[O-])C=C1